(E)-4-styryl-benzoyl chloride C(=C\C1=CC=CC=C1)/C1=CC=C(C(=O)Cl)C=C1